C(C)(C)(C)[Si](OC1C(=C(CC1)C(=O)O)CC1=C(C=C(C=C1)F)OC)(C)C 3-[tert-butyl-(dimethyl)silyl]oxy-2-[(4-fluoro-2-methoxy-phenyl)methyl]cyclopentene-1-carboxylic acid